(R)-(2-(Aminomethyl)-5,5-difluoropiperidin-1-yl)(3,6-dichloropyridin-2-yl)methanone NC[C@@H]1N(CC(CC1)(F)F)C(=O)C1=NC(=CC=C1Cl)Cl